1-methyl-N-(7-methylimidazo[1,2-a]pyridin-6-yl)-3-(tetrahydro-2H-pyran-4-yl)-1H-pyrazolo[4,3-d]pyrimidin-5-amine CN1N=C(C=2N=C(N=CC21)NC=2C(=CC=1N(C2)C=CN1)C)C1CCOCC1